cytidine diphosphate P(O)(=O)(OP(=O)(O)O)OC[C@@H]1[C@H]([C@H]([C@@H](O1)N1C(=O)N=C(N)C=C1)O)O